C(CCCCCCC)C(CCCCCCCC)OC(CCCCCCCOC(=O)[C@H]1N(CC(C1)OCCCN(C)C)CCCCCC(OCCCCCCCCCCC)=O)=O (2S)-4-[3-(dimethylamino)propoxy]-1-(6-oxo-6-undecoxy-hexyl)pyrrolidine-2-carboxylic acid [8-(1-octylnonyloxy)-8-oxo-octyl] ester